CN1N=C(C=2N=C(NC(C21)=O)C2=C(C=CC(=C2)C(=O)N2CCN(CC2)C2=CC=CC=C2)OCCC)CCC 1-methyl-5-(5-(4-phenylpiperazine-1-carbonyl)-2-propoxyphenyl)-3-propyl-1,6-dihydro-7H-pyrazolo[4,3-d]-pyrimidin-7-one